BrC1=C(OCCCC(C(=O)O)(C)C)C(=CC(=C1C)Br)C 5-(2,4-dibromo-3,6-dimethylphenoxy)-2,2-dimethylpentanoic acid